[Cl-].[Cl-].[NH+]1=CC=CC2=CC=C3C(=C12)C=CC=C3.[NH+]3=CC=CC1=CC=C2C(=C31)C=CC=C2 benzoquinolinium dichloride